1-((5-(1-(2,6-dichlorophenyl)azetidin-3-yl)-4,6-dimethylpyridin-2-yl)methyl)piperidine-4-carboxylic acid ClC1=C(C(=CC=C1)Cl)N1CC(C1)C=1C(=CC(=NC1C)CN1CCC(CC1)C(=O)O)C